BrC=1C=C(C(=NC1OC(C)C1=CC(=CC(=C1)F)F)C)N=CN(C)CC N'-{5-bromo-6-[1-(3,5-difluorophenyl)ethoxy]-2-methylpyridin-3-yl}-N-ethyl-N-methyl-formamidine